4-[tert-butyl(dimethyl)silyl]oxybutan-2-ol [Si](C)(C)(C(C)(C)C)OCCC(C)O